[(6R)-6-amino-5-[tert-butyl(dimethyl)silyl]oxy-1-(5-isopropoxypyrimidin-2-yl)-8-methyl-nonyl] methanesulfonate CS(=O)(=O)OC(CCCC([C@@H](CC(C)C)N)O[Si](C)(C)C(C)(C)C)C1=NC=C(C=N1)OC(C)C